CN1N=CC2=CC(=CC=C12)CN (1-methylindazol-5-yl)methanamine